[6-(5-cyclopropyl-4H-1,2,4-triazol-3-yl)-2-azaspiro[3.3]heptan-2-yl]-[6-[6-(trifluoromethyl)pyrazin-2-yl]oxy-2-azaspiro[3.3]heptan-2-yl]methanone C1(CC1)C=1NC(=NN1)C1CC2(CN(C2)C(=O)N2CC3(C2)CC(C3)OC3=NC(=CN=C3)C(F)(F)F)C1